N-((3-cyclohexyl-1,2,4-oxadiazol-5-yl)methyl)-2-((3-(2,6-dioxopiperidin-3-yl)-1-methyl-1H-indazol-6-yl)oxy)acetamide C1(CCCCC1)C1=NOC(=N1)CNC(COC1=CC=C2C(=NN(C2=C1)C)C1C(NC(CC1)=O)=O)=O